BrC1=CC(=C(C=C1)CNC(C(OCC)OCC)=N)Cl N-[(4-bromo-2-chloro-phenyl)methyl]-2,2-diethoxy-acetamidine